1-(3,4-dimethoxyphenyl)-2-(2,6-dimethoxyphenoxy)ethanol potassium 4-iodylbenzenesulfonate I(=O)(=O)C1=CC=C(C=C1)S(=O)(=O)[O-].[K+].COC=1C=C(C=CC1OC)C(COC1=C(C=CC=C1OC)OC)O